N-benzyl-2-(5-(4-(2-hydroxy-2-methylpropoxy)phenyl)pyridine-2-yl)acetamide C(C1=CC=CC=C1)NC(CC1=NC=C(C=C1)C1=CC=C(C=C1)OCC(C)(C)O)=O